4-(((4'-(diphenylamino)-3-hydroxy-[1,1'-biphenyl]-4-yl)methylene)amino)benzonitrile C1(=CC=CC=C1)N(C1=CC=C(C=C1)C1=CC(=C(C=C1)C=NC1=CC=C(C#N)C=C1)O)C1=CC=CC=C1